2-(benzyloxy)-6-bromoquinoline-5-carbonitrile C(C1=CC=CC=C1)OC1=NC=2C=CC(=C(C2C=C1)C#N)Br